ClC=1C=CC(=C(C1)C1=CC(=NC=C1C(=O)NC=1SC=2C(=NC=C(N2)C2=CC=C(C=C2)C#N)N1)C)OC 4-(5-chloro-2-methoxyphenyl)-N-[6-(4-cyanophenyl)thiazolo[4,5-b]pyrazin-2-yl]-6-methylnicotinamide